(1-methyl-1H-indol-3-yl)pyrimidin CN1C=C(C2=CC=CC=C12)C1=NC=CC=N1